(2S,4R)-4-fluoro-1-[(2S)-1-methyl-5-oxopyrrolidine-2-carbonyl]-N-[(S)-phenyl[4-(propan-2-yl)phenyl]methyl]pyrrolidine-2-carboxamide F[C@@H]1C[C@H](N(C1)C(=O)[C@H]1N(C(CC1)=O)C)C(=O)N[C@H](C1=CC=C(C=C1)C(C)C)C1=CC=CC=C1